COC=1C=NC=C(C(=O)O)C1 5-methoxynicotinic acid